FC1=C(C(=C(C=C1OC)OC)F)N1C(N(C2=C(C1)C=NC1=C2C=NN1)CC1=NC(=CC=C1)OC)=O 3-(2,6-difluoro-3,5-dimethoxyphenyl)-1-[(6-methoxypyridin-2-yl)methyl]-1,3,4,7-tetrahydro-2H-pyrazolo[4',3':5,6]pyrido[4,3-d]pyrimidin-2-one